C(#N)CN1CCC(CC1)N1N=CC(=C1)NC1=NC=C(C(=N1)C1=CC=C(C(=O)N2CC(C2)C#N)C=C1)C (4-(2-((1-(1-(cyanomethyl)piperidin-4-yl)-1H-pyrazol-4-yl)amino)-5-methylpyrimidin-4-yl)benzoyl)azetidine-3-carbonitrile